N-(3-(7H-PYRROLO[2,3-D]PYRIMIDIN-4-YL)PHENYL)BENZAMIDE N1=CN=C(C2=C1NC=C2)C=2C=C(C=CC2)NC(C2=CC=CC=C2)=O